NC=1N=C(SC1C(=O)C1=CC=NC=C1)N(C1=CC=C(C=C1)Cl)[C@@H](C(=O)N)C (R)-2-(N-[4-Amino-5-(pyridin-4-carbonyl)thiazol-2-yl]-4-chloroanilino)propanamid